N1=C(C=CC=C1)C1=C2C=CC(=CC2=CC=C1)C(=O)O 5-(pyridin-2-yl)-2-naphthoic acid